[Si](C1=CC=CC=C1)(C1=CC=CC=C1)(C(C)(C)C)O[C@H]1C[C@@H]2[C@@H](N(C(N2S(=O)(=O)C2=C(C=CC=C2)[N+](=O)[O-])=O)C=2SC3=C(N2)C2=C(C=C3)OCC2)C1 |r| rac-(3aR,5R,6aS)-5-{[tert-butyl(diphenyl)silyl]oxy}-1-(7,8-dihydrofuro[3,2-e][1,3]benzothiazole-2-yl)-3-(2-nitrobenzene-1-sulfonyl)hexahydrocyclopenta[d]imidazol-2(1H)-one